2-isopropoxy-2-phenylacetophenone C(C)(C)OC(C(=O)C1=CC=CC=C1)C1=CC=CC=C1